2-Chloro-N-{2-[4-(difluoromethyl)-1,3-thiazol-5-yl]-2-[4-(phthalazin-1-yloxy)piperidin-1-yl]ethyl}-6-fluorobenzamid ClC1=C(C(=O)NCC(N2CCC(CC2)OC2=NN=CC3=CC=CC=C23)C2=C(N=CS2)C(F)F)C(=CC=C1)F